(R)-1-(3-iodophenyl)pyrrolidin-3-ol IC=1C=C(C=CC1)N1C[C@@H](CC1)O